1-(1-Ethoxy-2,2,2-trifluoroethyl)-4-fluoro-2-methoxybenzene C(C)OC(C(F)(F)F)C1=C(C=C(C=C1)F)OC